1-ethyl-1,3-dimethylcyclohexane C(C)C1(CC(CCC1)C)C